NC1=NC=CC=C1C#CC1=C2C=C(N=CC2=CC=N1)NC=1C=C(C(=NC1)O)N1CCNCC1 5-((5-((2-aminopyridin-3-yl)ethynyl)-2,6-naphthyridin-3-yl)amino)-3-(piperazin-1-yl)pyridin-2-ol